COC1=CC=CC(=C1O)C(=O)[O-].[K+] potassium guaiacolate